7-[3-(difluoromethyl)-5-fluoropyridin-2-yl]-7-methoxy-4-oxospiro[2.5]oct-5-ene-5-carbonitrile FC(C=1C(=NC=C(C1)F)C1(C=C(C(C2(CC2)C1)=O)C#N)OC)F